3-bromo-2-tert-butylbenzo[b]thiophene BrC=1C2=C(SC1C(C)(C)C)C=CC=C2